C1(=CC=C(C=C1)CC(S(=O)(=O)O)C12C(CC(CC1)C2(C)C)=O)CC(S(=O)(=O)O)C21C(CC(CC2)C1(C)C)=O 3'-(1,4-phenylenedimethylene)bis(7,7-dimethyl-2-oxobicyclo-[2.2.1]hept-1-ylmethanesulfonic acid)